(S*)-(4-fluoro-10,11-dihydrodibenzo[b,f]oxepin-10-yl)-N-methylmethanamine FC1=CC=CC2=C1OC1=C([C@H](C2)CNC)C=CC=C1 |o1:10|